12,15-dimethyl-hexadecanoic acid CC(CCCCCCCCCCC(=O)O)CCC(C)C